OC(CC(=O)[O-])CCC beta-hydroxycaproate